The molecule is a 1,2-diacyl-sn-glycero-3-phospho-(1'-sn-glycerol) where the acyl groups at positions 1 and 2 are stearoyl and arachidonoyl respectively. It derives from an octadecanoic acid and an arachidonic acid. It is a conjugate acid of a 1-stearoyl-2-arachidonoyl-sn-glycero-3-phospho-(1'-sn-glycerol)(1-). CCCCCCCCCCCCCCCCCC(=O)OC[C@H](COP(=O)(O)OC[C@H](CO)O)OC(=O)CCC/C=C\\C/C=C\\C/C=C\\C/C=C\\CCCCC